6-(3-(4-(1-ethylazetidin-3-yl)phenyl)-4-isopropyl-1H-pyrazol-5-yl)-8-methoxy-[1,2,4]triazolo[1,5-a]pyridine C(C)N1CC(C1)C1=CC=C(C=C1)C1=NNC(=C1C(C)C)C=1C=C(C=2N(C1)N=CN2)OC